N,N'-bis[(2-hydroxy-5-vinylphenyl)methylene]-1,2-diaminocyclohexane OC1=C(C=C(C=C1)C=C)C=NC1C(CCCC1)N=CC1=C(C=CC(=C1)C=C)O